(E)-3-phenylpropyl 3-(2,3-dimethoxyphenyl)acrylate COC1=C(C=CC=C1OC)/C=C/C(=O)OCCCC1=CC=CC=C1